1-cyclohexyl-2-(3,5-dimethoxyphenyl)-1,6-dihydrodipyrrolo[2,3-b:2',3'-d]pyridine C1(CCCCC1)N1C(=CC=2C1=C1C(=NC2)NC=C1)C1=CC(=CC(=C1)OC)OC